FC1(CCC(CC1)[C@H](NC(=O)C1=CC=NN1CC)C=1N=C2N(N=C(C=C2)CC2C(NC[C@@H](C2)C(F)(F)F)=O)C1)F N-((1S)-(4,4-difluorocyclohexyl)(6-(((5R)-2-oxo-5-(trifluoromethyl)piperidin-3-yl)methyl)imidazo[1,2-b]pyridazin-2-yl)methyl)-1-ethyl-1H-pyrazole-5-carboxamide